NC=1C(=NC(=C(N1)N1N=C(C=C1)C)Cl)C(=O)NC1=C(C=CC=C1)OC(F)F 3-amino-6-chloro-N-(2-(difluoromethoxy)phenyl)-5-(3-methyl-1H-pyrazol-1-yl)pyrazine-2-carboxamide